NC1=NC=NN2C1=C(C(=N2)C2=CC=C(C=C2)NC(C#CC)=O)C2=CC(=C(C(=O)NC1(CC1)C(F)(F)F)C=C2)OC 4-(4-amino-6-(4-(but-2-ynamido)phenyl)pyrazolo[5,1-f][1,2,4]triazin-5-yl)-2-methoxy-N-(1-(trifluoromethyl)cyclopropyl)benzamide